C(C1=CC=CC=C1)N1CCC(=CC1)N1CCCC1 1-benzyl-4-pyrrolidin-1-yl-3,6-dihydro-2H-pyridine